2-Benzyl-4-(3-chlorophenyl)imidazole C(C1=CC=CC=C1)C=1NC=C(N1)C1=CC(=CC=C1)Cl